N1(C=NC=C1)C(=O)OC[C@H]1N(CCC1)C(=O)OC(C)(C)C (S)-(1-(tert-butoxycarbonyl)pyrrolidin-2-yl)methyl 1H-imidazole-1-carboxylate